[Cl-].C(CCCCCCC\C=C/CCCCCCCC)OC(C[N+](C)(C)C)COCCCCCCCC\C=C/CCCCCCCC 2,3-dioleoxypropyl-trimethyl-ammonium chloride